3-[(6-{6,6-difluoro-3-azabicyclo[3.1.0]hex-3-yl}-2-methylpyridin-3-yl)methyl]-1-methyl-1H-pyrazole-5-carboxylic acid FC1(C2CN(CC12)C1=CC=C(C(=N1)C)CC1=NN(C(=C1)C(=O)O)C)F